FC1=CC=C2C(N(C(C2=C1)=O)[C@@H]1C(NC(CC1)=O)=O)=O 6-fluoro-2-((S)-2,6-dioxopiperidin-3-yl)isoindoline-1,3-dione